(S)-2-(2-methyl-4-pyridinyl)-1-[7-(3-methyl-1H-pyrrolo[2,3-b]pyridin-5-yl)-5-pyrrolidin-2-yl-3,4-dihydro-1H-isoquinolin-2-yl]ethanone CC1=NC=CC(=C1)CC(=O)N1CC2=CC(=CC(=C2CC1)[C@H]1NCCC1)C=1C=C2C(=NC1)NC=C2C